ClC=1C(=C(C(=CC1)OC(F)F)C1=CN=CC(=N1)C(=O)NC=1C=NN(C1)[C@H](C)C=1N=NC(=C(C1)C)N1C([C@@H]2C[C@@H]2C1)=O)F |o1:25| 6-(3-Chloro-6-(difluoromethoxy)-2-fluorophenyl)-N-(1-((R or S)-1-(5-methyl-6-((1R,5S)-2-oxo-3-azabicyclo[3.1.0]hexan-3-yl)pyridazin-3-yl)ethyl)-1H-pyrazol-4-yl)pyrazine-2-carboxamide